Ethyl ((chloromethoxy)carbonyl)-L-leucinate ClCOC(=O)N[C@@H](CC(C)C)C(=O)OCC